1-(5-bromo-9-oxo-xanthen-3-yl)pyrrolidine-3-carboxylic acid BrC1=C2OC=3C=C(C=CC3C(C2=CC=C1)=O)N1CC(CC1)C(=O)O